N-methyl[1,3]thiazolo[5,4-d][1,3]thiazol-2-amine hydrochloride Cl.CNC=1SC=2N=CSC2N1